FC1=CC=C(C=C1)NC(=O)C1(CC1)C=1N=C2CCCN(C2=CC1)C(=O)OC methyl 6-{1-[(4-fluorophenyl)carbamoyl]cyclopropyl}-3,4-dihydro-1,5-naphthyridine-1(2H)-carboxylate